O1CCN(CC=2C1=CC=1C=CC=NC1C2)CC=2C=C(C=CC2C)C(C(C(=O)OC)(C)C)C2=C(C1=C(N(N=N1)C)C=C2)C methyl 3-(3-((2,3-dihydro-[1,4]oxazepino[7,6-g]quinolin-4(5H)-yl)methyl)-4-methylphenyl)-3-(1,4-dimethyl-1H-benzo[d][1,2,3]triazol-5-yl)-2,2-dimethylpropanoate